(S)-2-((6-((4-cyano-2-fluorobenzyl)oxy)-3',6'-dihydro-[2,4'-bipyridin]-1'(2'H)-yl)methyl)-1-(oxetan-2-ylmethyl)-1H-benzo[d]imidazole-6-carboxylic acid methyl ester COC(=O)C=1C=CC2=C(N(C(=N2)CN2CCC(=CC2)C2=NC(=CC=C2)OCC2=C(C=C(C=C2)C#N)F)C[C@H]2OCC2)C1